C(#N)N1C[C@H](CC1)C(=O)NC=1SC(=CN1)C1=CC=C(C=C1)NS(=O)(=O)C (S)-1-cyano-N-(5-(4-(methylsulfonylamino)phenyl)thiazol-2-yl)pyrrolidine-3-carboxamide